PropylQuinoline C(CC)C1=NC2=CC=CC=C2C=C1